FC1=CC=C(OC=2C=C(C=C(C2)OC2=CC=C(C=C2)C(NC)=O)NC(=O)N2CCN(CC2)C2=CC=C(C=C2)C(F)(F)F)C=C1 N-(3-(4-fluorophenoxy)-5-(4-(methylcarbamoyl)phenoxy)phenyl)-4-(4-(trifluoromethyl)phenyl)piperazine-1-carboxamide